tert-butyl 4-(5-(3-(ethoxycarbonyl)-4-nitro-1H-pyrazol-1-yl)pyridin-2-yl)piperazine-1-carboxylate C(C)OC(=O)C1=NN(C=C1[N+](=O)[O-])C=1C=CC(=NC1)N1CCN(CC1)C(=O)OC(C)(C)C